[(2-ethylphenoxy)methyl]oxirane C(C)C1=C(OCC2OC2)C=CC=C1